8-(3-Bromo-2-methylphenyl)-3-(((2-hydroxyethyl)amino)methyl)-4H-pyrido[1,2-a]pyrimidin BrC=1C(=C(C=CC1)C1=CC=2N(CC(=CN2)CNCCO)C=C1)C